C(C(C)C)NC(=O)N1C=NC2=C1C=C(C=C2)C=2C=NC=NC2 N-isobutyl-6-(pyrimidin-5-yl)-1H-benzo[d]imidazole-1-carboxamide